C(C)OC(=O)C1=NC=CC(=N1)N1C=NC=C1.ClC1=C2C(=NN(C2=CC=C1)S(=O)(=O)C1=CC=C(C=C1)C(C)(F)F)N1CC(C(C1)F)F 4-chloro-1-[4-(1,1-difluoroethyl)phenyl]sulfonyl-3-(3,4-difluoropyrrolidin-1-yl)indazole ethyl-4-(1H-imidazol-1-yl)pyrimidine-2-carboxylate